C(C)C=1C(NC2=CC(=CN=C2C1)CN1CCN(CC1)C1=CC=2N=CN=C(C2N=C1)NC)=O 3-ethyl-7-((4-(4-(methylamino)pyrido[3,2-d]pyrimidin-7-yl)piperazin-1-yl)methyl)-1,5-diAzanaphthalen-2(1H)-one